1,4-dihydroxy-1,4-butanedisulfonic acid disodium salt [Na+].[Na+].OC(CCC(S(=O)(=O)[O-])O)S(=O)(=O)[O-]